FC(C(C(C(C(F)(F)F)(F)F)(F)F)OCC)(F)F 1,1,1,3,3,4,4,5,5,5-Decafluoro-2-ethoxypentane